C(#N)C1=CC=C(COC2=C3C[C@H](N(CC3=CC=C2OC)C=2OC3=C(N2)C=CC(=C3)F)C(=O)OC)C=C1 methyl (S)-5-((4-cyanobenzyl)oxy)-2-(6-fluoro-benzo[d]oxazol-2-yl)-6-methoxy-1,2,3,4-tetrahydroisoquinoline-3-carboxylate